3-hydroxy-2-(2-hydroxyethyl)-2-butenoic acid OC(=C(C(=O)O)CCO)C